C(C)(C)(C)OC(=O)N(C(OC(C)(C)C)=O)C1=C(C=C(C=C1)C=1SC=CC1)[N+](=O)[O-] tert-butyl N-tert-butoxycarbonyl-N-[2-nitro-4-(2-thienyl)phenyl]carbamate